butyl 2-bromo-6,8-dihydro-5H-[1,2,4]triazolo[1,5-a]pyrazine-7-carboxylate BrC1=NN2C(CN(CC2)C(=O)OCCCC)=N1